N1(N=CC2=CC=CC=C12)CC1=C(C=C2[C@](NC(NC2=C1)=O)(C(C)(F)F)C#CC1CC1)F (S)-7-((1H-indazol-1-yl)methyl)-4-(cyclopropylethynyl)-4-(1,1-difluoroethyl)-6-fluoro-3,4-dihydroquinazolin-2(1H)-one